methyl (3S)-3-ethyl-5-fluoro-1,2,3,4-tetrahydroisoquinoline-7-carboxylate C(C)[C@@H]1NCC2=CC(=CC(=C2C1)F)C(=O)OC